4-[3-[2,4,6-trifluoro-3-(propylsulfanyl)benzoyl]-1H-pyrazolo[3,4-b]pyridin-5-yl]benzenesulfonamide FC1=C(C(=O)C2=NNC3=NC=C(C=C32)C3=CC=C(C=C3)S(=O)(=O)N)C(=CC(=C1SCCC)F)F